ClC=1C=C(C=C(C1)Cl)N1N=C(C2=C1C1=C(CCO2)C=C(C(=C1)C=1C=C(C=NC1)C(=O)N)OC)C(=O)N1C(COCC1)(C)C 5-[1-(3,5-dichlorophenyl)-3-(3,3-dimethylmorpholine-4-carbonyl)-8-methoxy-5,6-dihydro-[3]benzoxepino[5,4-c]pyrazol-9-yl]pyridine-3-carboxamide